(2R,3S)-3-(1-(3,4-difluorobenzyl)-1H-pyrazol-3-yl)-2-(2,4-difluorophenyl)-1-(1H-tetrazol-1-yl)butan-2-ol FC=1C=C(CN2N=C(C=C2)[C@@H]([C@@](CN2N=NN=C2)(O)C2=C(C=C(C=C2)F)F)C)C=CC1F